ClC1=C(C=CC(=N1)C(=O)NC)N1CCN(CC1)CC1CC=2NC(C(=CC2CO1)C)=O 6-Chloro-N-methyl-5-(4-((3-methyl-2-oxo-1,5,7,8-tetrahydro-2H-pyrano[4,3-b]pyridin-7-yl)methyl)piperazin-1-yl)picolinamide